phenyltrimethylammonium C1(=CC=CC=C1)[N+](C)(C)C